2-(1H-imidazol-4-yl)acetonitrile N1C=NC(=C1)CC#N